4,6-dichloro-N,N-diphenyl-1,3,5-triazine-2-amine ClC1=NC(=NC(=N1)Cl)N(C1=CC=CC=C1)C1=CC=CC=C1